diallylmethylethylammonium ethylsulfate C(C)OS(=O)(=O)[O-].C(C=C)C(CC=C)[NH2+]CC